C(C1=CC=CC=C1)C(C(=O)O)(C(=O)O)OC[C@H]1O[C@H]([C@@H]([C@@]1(O)C#C)O)N1C2=NC(=NC(=C2N=C1)N1C[C@@H](CC1)O)Cl 2-benzyl-2-(((2R,3S,4R,5R)-5-(2-chloro-6-((R)-3-hydroxypyrrolidin-1-yl)-9H-purin-9-yl)-3-ethynyl-3,4-dihydroxytetrahydrofuran-2-yl)methoxy)malonic acid